rac-(R)-6-(3-methyl-2-oxopyrrolidin-1-yl)quinoline-4-carboxylic acid C[C@H]1C(N(CC1)C=1C=C2C(=CC=NC2=CC1)C(=O)O)=O |r|